5-chloro-4-methyl-2-(trifluoromethyl)pyridine ClC=1C(=CC(=NC1)C(F)(F)F)C